(2R,3S,4S)-4-hydroxy-2-[(4-methoxyphenyl)methyl]pyrrolidin-3-yl N-[(5-methyl-1,3,4-oxadiazol-2-yl)methyl]carbamate CC1=NN=C(O1)CNC(O[C@H]1[C@H](NC[C@@H]1O)CC1=CC=C(C=C1)OC)=O